{(3S)-3-[(2S)-4-hydroxy-2-({N-[(4-methoxy-1H-indol-2-yl)carbonyl]-L-leucyl}amino)-3-oxobutyl]-2-oxopyrrolidin-1-yl}methyl methyl carbonate C(OCN1C([C@@H](CC1)C[C@@H](C(CO)=O)NC([C@@H](NC(=O)C=1NC2=CC=CC(=C2C1)OC)CC(C)C)=O)=O)(OC)=O